C(C)(=O)N[C@@H]1[C@@H]2[C@H]([C@H](OC1OCCOCCOCCOCCNC(OCC1=CC=CC=C1)=O)CN=[N+]=[N-])OC(O2)(C)C Benzyl (2-(2-(2-(2-(((3aS,4R,7R,7aR)-7-acetamido-4-(azidomethyl)-2,2-dimethyltetrahydro-4H-[1,3]dioxolo[4,5-c]pyran-6-yl)oxy)ethoxy)ethoxy)ethoxy)ethyl)carbamate